bis(triphenylphosphine) palladium (I) dichloride [Pd-](Cl)Cl.C1(=CC=CC=C1)P(C1=CC=CC=C1)C1=CC=CC=C1.C1(=CC=CC=C1)P(C1=CC=CC=C1)C1=CC=CC=C1